NC(C)(C)CS(=O)(=O)O.C(CC)[Na] propylsodium dimethyltaurate